5-[4-[[(2R)-azetidin-2-yl]methoxy]-2-methyl-pyrazol-3-yl]-N-(2,6-dimethylpyrimidin-4-yl)pyrazolo[1,5-a]pyridin-2-amine N1[C@H](CC1)COC1=C(N(N=C1)C)C1=CC=2N(C=C1)N=C(C2)NC2=NC(=NC(=C2)C)C